ClC1=NC=2N(C(=C1)NCC1=CC=C(C=C1)C1=NC=CC=C1)N=CC2CC 5-chloro-3-ethyl-N-(4-(pyridin-2-yl)benzyl)pyrazolo[1,5-a]pyrimidin-7-amine